3,3-dimethyl-5-phenyldihydrofuran CC1(COC(C1)C1=CC=CC=C1)C